1-{1-[(dimethyl-sulfamoyl)amino]-3-{[(CIS)-4-cyclopropyl-cyclohexyl]oxy}propan-2-yl}-3,5-dimethyl-1,2-dihydro-pyridin-2-one CN(S(=O)(=O)NCC(CO[C@@H]1CC[C@@H](CC1)C1CC1)N1C(C(=CC(=C1)C)C)=O)C